CN1C(C(=CC2=C(C=C(C=C12)N1CCOCC1)N1C=2C=NC(=NC2N(CC1)C)C=1C=NN(C1)C)C)=O 1,3-Dimethyl-5-(8-methyl-2-(1-methyl-1H-pyrazol-4-yl)-7,8-dihydropteridin-5(6H)-yl)-7-morpholinoquinolin-2(1H)-one